BrC=1C=CC=C2C(CCOC12)(C(=O)NN(C(OC(C)(C)C)=O)C)C tert-butyl N-[(8-bromo-4-methyl-chromane-4-carbonyl)amino]-N-methyl-carbamate